C1(CCCCCCC=CCCCCCCC1)=O 8-Cyclohexadecen-1-on